NC1(CCC2(CN(C(N2CC2(CCC2)O)=O)CC2=CC=C(C=C2)OC)CC1)C1=CC=CC=C1 cis-8-amino-1-[(1-hydroxy-cyclobutyl)-methyl]-3-[(4-methoxyphenyl)-methyl]-8-phenyl-1,3-diazaspiro[4.5]decan-2-one